C(C1=CC=CC=C1)N1CCC(CC1)(O)CNC 1-benzyl-4-[(methylamino)methyl]piperidin-4-ol